tert-butyl (N-(1-(7H-pyrrolo[2,3-d]pyrimidin-4-yl)piperidin-4-yl)sulfamoyl)carbamate N1=CN=C(C2=C1NC=C2)N2CCC(CC2)NS(=O)(=O)NC(OC(C)(C)C)=O